2-(4-nitrophenyl)quinazolin-4(3H)-one [N+](=O)([O-])C1=CC=C(C=C1)C1=NC2=CC=CC=C2C(N1)=O